FC1=CC=C(CNC(=O)NCC2=CC=C(C=C2)OCC(C)C)C=C1 1-(4-fluorobenzyl)-3-(4-isobutoxybenzyl)urea